C(CC)C1C(=O)OCCCCCC1 propyl-octanolactone